2-(trifluoromethyl)quinoline-3-carboxylic acid isopropyl ester C(C)(C)OC(=O)C=1C(=NC2=CC=CC=C2C1)C(F)(F)F